C(CCCCCCCC)C1=C(C=C(O)C=C1)O 4-nonyl-resorcinol